7-isopropyl-4-(1-isopropyl-1H-pyrazol-4-yl)-11-oxo-2,6,7,11-tetrahydro-1H-furo[2,3-H]pyrido[2,1-a]isoquinoline-10-carboxylic acid C(C)(C)C1N2C(C=3C4=C(C(=CC3C1)C=1C=NN(C1)C(C)C)OCC4)=CC(C(=C2)C(=O)O)=O